N1(CCC1)S(=O)(=O)NC(C1=C(C=C(C(=C1)C1CC1)COCC1(CCN(CC1)C(C)C1=CC(=CC(=C1)F)Cl)F)F)=O N-(azetidin-1-ylsulfonyl)-4-(((1-(1-(3-chloro-5-fluorophenyl)ethyl)-4-fluoropiperidin-4-yl)methoxy)methyl)-5-cyclopropyl-2-fluorobenzamide